C[C@H]1CC[C@@H](N(C1)C(C(=O)NC=1C2=C(C=[N+](C1)[O-])C=NN2COCC[Si](C)(C)C)=O)C=2C=CC1=C(N=C(S1)C)C2 7-(2-((2R,5S)-5-methyl-2-(2-methylbenzo[d]thiazol-5-yl)piperidin-1-yl)-2-oxoacetamido)-1-((2-(trimethylsilyl)ethoxy)methyl)-1H-pyrazolo[4,3-c]pyridine 5-oxide